N-(5,6-difluoro-1H-indol-3-yl)-3-(2-methoxyethoxy)benzamide FC=1C=C2C(=CNC2=CC1F)NC(C1=CC(=CC=C1)OCCOC)=O